C(CCCCC)(=O)OC[C@@H](OC(CCCCC)=O)COP(=O)(O)OCC[N+](C)(C)C 1,2-di-hexanoyl-sn-glycero-3-phosphorylcholine